3-Vinyl-benzaldehyde C(=C)C=1C=C(C=O)C=CC1